FC=1C(=CC(=C(C1)N1C(C=CC2=CC(=CC=C12)S(=O)(=O)NC1=NOC=C1)=O)OC)C12CC(C1)(C2)C(F)(F)F (P)-1-(5-fluoro-2-methoxy-4-(3-(trifluoromethyl)bicyclo[1.1.1]pentan-1-yl)phenyl)-N-(isoxazol-3-yl)-2-oxo-1,2-dihydroquinoline-6-sulfonamide